N-(3-methoxybenzyl)-N-(3-morpholinobenzyl)-4-(morpholinomethyl)aniline COC=1C=C(CN(C2=CC=C(C=C2)CN2CCOCC2)CC2=CC(=CC=C2)N2CCOCC2)C=CC1